N-methyl-D-glutamic acid CN[C@H](CCC(=O)O)C(=O)O